NNC1=CC=C(C2=CC=C(NN)C=C2)C=C1 di-amino-benzidine